rac-(2R,5R)-4-methoxy-5-methyl-2-[3-(4,4,5,5-tetramethyl-1,3,2-dioxaborolan-2-yl)phenyl]piperidine COC1C[C@@H](NC[C@H]1C)C1=CC(=CC=C1)B1OC(C(O1)(C)C)(C)C |r|